N-(1S,4S)-[4-[[2-chloro-6-(trifluoromethyl)pyrimidin-4-yl]amino]cyclohexyl]-4-(dimethylamino)benzamide ClC1=NC(=CC(=N1)NC1CCC(CC1)NC(C1=CC=C(C=C1)N(C)C)=O)C(F)(F)F